C[C@@H]1C(N(C1)C(=O)OCC1=CC=CC=C1)C(=O)OC(C)(C)C 1-benzyl 2-(tert-butyl) (3S)-3-methylazetidine-1,2-dicarboxylate